Magnesium decanoat C(CCCCCCCCC)(=O)[O-].[Mg+2].C(CCCCCCCCC)(=O)[O-]